FC1=C(C=CC(=N1)C=1C(=NN(C1)COCC[Si](C)(C)C)C1=CC=C(C=C1)OC)B1OC(C(O1)(C)C)(C)C 2-[[4-[6-fluoro-5-(4,4,5,5-tetramethyl-1,3,2-dioxaborolan-2-yl)-2-pyridyl]-3-(4-methoxyphenyl)pyrazol-1-yl]methoxy]ethyl-trimethyl-silane